5-hydroxy-3-azabicyclo[3.3.0]octane hydrochloride Cl.OC12CNCC2CCC1